BrC=1C=C(C(=NC1)N)C=1OC(=NN1)C=1SC=C(N1)C(F)(F)F 5-bromo-3-(5-(4-(trifluoromethyl)-thiazol-2-yl)-1,3,4-oxadiazol-2-yl)pyridin-2-amine